NC1=NC=CC2=CC=C(C=C12)C=1C=C2C(=NN(C2=CC1)CC1CNC1)COC1=C(C=CC=C1)CC(=O)O 2-(2-((5-(1-aminoisoquinolin-7-yl)-1-(azetidin-3-ylmethyl)-1H-indazol-3-yl)methoxy)phenyl)acetic acid